FC1=C(C=CC=C1C(F)(F)F)CC(=O)N1CC2=C(CCC1)N=C(NC2=O)C2(CC2)C2=CC=CC=C2 6-(2-(2-fluoro-3-(trifluoromethyl)phenyl)acetyl)-2-(1-phenylcyclopropyl)-3,5,6,7,8,9-hexahydro-4H-pyrimido[5,4-c]azepin-4-one